trans-3-((4-(1-(4-aminocyclohexyl)piperidin-4-yl)-3-fluorophenyl)amino)piperidine-2,6-dione N[C@@H]1CC[C@H](CC1)N1CCC(CC1)C1=C(C=C(C=C1)NC1C(NC(CC1)=O)=O)F